ClC1=CC=C(C=C1)C(OCCN1CCCCC1)C1=CC=CC=C1 1-[2-[(4-chlorophenyl)-phenyl-methoxy]ethyl]piperidine